ClC1=C(C=CC=C1)NC(C1=CC=C(C=C1)NC1=NC(=NC=C1F)NC1=CC=C(C=C1)C(NCCCCCCNC1=C2C(N(C(C2=CC=C1)=O)C1C(NC(CC1)=O)=O)=O)=O)=O N-(2-chlorophenyl)-4-((2-((4-((6-((2-(2,6-dioxopiperidin-3-yl)-1,3-dioxoisoindoline-4-yl)amino)hexyl)carbamoyl)phenyl)amino)-5-fluoropyrimidin-4-yl)amino)benzamide